3-methyl-dihydro-indol-2-one CC1C(NC2=CC=CC=C12)=O